CO\N=C\1/NC2=C(C=C(C=C2C(N1CC=1C=NN(C1)C)=O)S(NC1(CC1)C)(=O)=O)C1=CC=C(C(=O)N)C=C1 (E)-4-(2-(methoxyimino)-3-((1-methyl-1H-pyrazol-4-yl)methyl)-6-(N-(1-methylcyclopropyl)sulfamoyl)-4-oxo-1,2,3,4-tetrahydroquinazolin-8-yl)benzamide